4-(((4-(4-methoxy-3-methylphenyl)bicyclo[2.2.2]octan-1-yl)methyl)(4-(1-(tert-pentyl)-1H-pyrazol-4-yl)pyridin-2-yl)carbamoyl)cyclohexyl 3-hydroxyazetidine-1-carboxylate OC1CN(C1)C(=O)OC1CCC(CC1)C(N(C1=NC=CC(=C1)C=1C=NN(C1)C(C)(C)CC)CC12CCC(CC1)(CC2)C2=CC(=C(C=C2)OC)C)=O